COC1=C2C(CC(OC2=CC(=C1OC)OC)C1=CC(=C(C(=C1)OC)OC)OC)=O 5,6,7,3',4',5'-hexamethoxyflavanone